[Pd+2].ClC1=C([C-](C=C1)P(C1=CC=CC=C1)C1=CC=CC=C1)Cl.[C-]1(C=CC=C1)P(C1=CC=CC=C1)C1=CC=CC=C1.[Fe+2] dichloro-1,1'-bis(diphenylphosphino)ferrocene palladium (II)